4-Amino-7-cyclopropyl-1-(2-(trifluoromethyl)pyridin-3-yl)quinazolin-2(1H)-one NC1=NC(N(C2=CC(=CC=C12)C1CC1)C=1C(=NC=CC1)C(F)(F)F)=O